C(C)N(C([S-])=S)CC N,N-diethyldithiocarbamate